P(=O)(O)(O)OC[C@@H]1[C@H](C[C@@H](O1)N1C=NC=2C(N)=NC=NC12)O.NC1CCN(CC1)CCN1CCC(CC1)C1=CC=CC=2N(C(N(C21)C)=O)C2C(NC(CC2)=O)=O 3-[4-[1-[2-(4-Amino-1-piperidyl)ethyl]-4-piperidyl]-3-methyl-2-oxo-benzimidazol-1-yl]piperidine-2,6-dione deoxyadenosine-5'-phosphate